(E)-N-(6-bromopyridin-2-yl)-3-(4,7-dimethoxybenzofuran-5-yl)-acrylamide BrC1=CC=CC(=N1)NC(\C=C\C=1C=C(C2=C(C=CO2)C1OC)OC)=O